N-(3-(5-chloro-2-methoxyphenyl)-1-(2-(2-hydroxyethylamino)-2-oxoethyl)-1H-pyrazol-4-yl)pyrazolo[1,5-a]pyrimidine-3-carboxamide ClC=1C=CC(=C(C1)C1=NN(C=C1NC(=O)C=1C=NN2C1N=CC=C2)CC(=O)NCCO)OC